FC1=C(C#N)C(=CC=C1O)C 2-Fluoro-3-hydroxy-6-methylbenzonitrile